3-(1-(4,4-difluorotetrahydro-2H-pyran-2-yl)-2,2,2-trifluoroethyl)-1-ethyl-1-((R)-1-(3-(8-methoxyimidazo[1,2-a]pyrazin-6-yl)phenyl)ethyl)urea FC1(CC(OCC1)C(C(F)(F)F)NC(N([C@H](C)C1=CC(=CC=C1)C=1N=C(C=2N(C1)C=CN2)OC)CC)=O)F